5,7-dichloro-1,2,3,4-tetrahydroisoquinoline hydrochloride salt Cl.ClC1=C2CCNCC2=CC(=C1)Cl